8-(1-aminoethyl)-2-((1R,5S)-3-azabicyclo[3.1.0]hexan-3-yl)-6-fluoro-3-methylquinazolin-4(3H)-one NC(C)C=1C=C(C=C2C(N(C(=NC12)N1C[C@@H]2C[C@@H]2C1)C)=O)F